bipyridine calcium [Ca].N1=C(C=CC=C1)C1=NC=CC=C1